tert-butyl (S)-(1-(2-(4-(3-(3-((17-azido-3,6,9,12,15-pentaoxaheptadecyl) carbamoyl)-2-methylphenyl)ureido)phenyl)acetyl)pyrrolidine-3-carbonyl)glycinate N(=[N+]=[N-])CCOCCOCCOCCOCCOCCNC(=O)C=1C(=C(C=CC1)NC(NC1=CC=C(C=C1)CC(=O)N1C[C@H](CC1)C(=O)NCC(=O)OC(C)(C)C)=O)C